2-((2S)-2-(1-cyclopropyl-1H-pyrazol-4-yl)-4-morpholinyl)-7-methyl-4-(cis-3-(trifluoromethyl)cyclobutyl)pteridine C1(CC1)N1N=CC(=C1)[C@H]1CN(CCO1)C1=NC2=NC(=CN=C2C(=N1)[C@@H]1C[C@@H](C1)C(F)(F)F)C